(S,R)-N-(1-(3,4-dichlorophenyl)-2-(dimethylamino)ethyl)-4-(trifluoromethoxy)benzenesulfonimidamide ClC=1C=C(C=CC1Cl)[C@H](CN(C)C)N[S@@](=O)(=N)C1=CC=C(C=C1)OC(F)(F)F